[S-]C#N.CN Methylamine Thiocyanate